ClC=1C=C(C=CC1OCCCS(=O)(=O)C)C1=CN=C(O1)CSC1=NC(=CC(=N1)N)C 2-[({5-[3-CHLORO-4-(3-METHANESULFONYLPROPOXY)PHENYL]-1,3-OXAZOL-2-YL}METHYL)SULFANYL]-6-METHYLPYRIMIDIN-4-AMINE